NC1=NC=CC(=N1)C=1C=C(C=CC1O)C1=C(C=C(C=C1)NC(=O)C=1N=CN(C1C(F)(F)F)C1=CC=CC=C1)F N-(3'-(2-aminopyrimidin-4-yl)-2-fluoro-4'-hydroxy-[1,1'-biphenyl]-4-yl)-1-Phenyl-5-(trifluoromethyl)-1H-imidazole-4-carboxamide